(R)-3-(1-acryloylpiperidin-3-yl)-7-amino-1-(4-(4-fluorophenoxy)phenyl)-1,5-dihydro-4H-pyrazolo[3,4-d]pyridazin-4-one C(C=C)(=O)N1C[C@@H](CCC1)C1=NN(C=2C(=NNC(C21)=O)N)C2=CC=C(C=C2)OC2=CC=C(C=C2)F